tert-butyl ((1-(5-((2-chloro-3-((2-(2-oxopiperazin-1-yl)ethyl)amino)phenyl)thio)pyrazin-2-yl)-4-methylpiperidin-4-yl)methyl)carbamate ClC1=C(C=CC=C1NCCN1C(CNCC1)=O)SC=1N=CC(=NC1)N1CCC(CC1)(C)CNC(OC(C)(C)C)=O